(8S,10S)-8-acetyl-10-[(2S,4S,5S,6S)-4-amino-5-hydroxy-6-methyl-oxane-2-yl]oxy-6,8,11-trihydroxy-1-methoxy-9,10-dihydro-7H-tetracene-5,12-dione C(C)(=O)[C@@]1(CC=2C(=C3C(C=4C=CC=C(C4C(C3=C(C2[C@H](C1)O[C@H]1O[C@H]([C@H]([C@H](C1)N)O)C)O)=O)OC)=O)O)O